CN(CCCCO)C1=NC=C(C=N1)OCC1=C(C=CC=C1C(F)(F)F)C 4-[methyl(5-{[2-methyl-6-(trifluoromethyl)phenyl]methoxy}pyrimidin-2-yl)amino]butan-1-ol